FC1=C(C=C(C=C1)C1=NOC(=C1)C(=O)O)OC 3-(4-fluoro-3-methoxyphenyl)isoxazole-5-carboxylic acid